4'-methyl-2-biphenyl-carboxylic acid methyl ester COC(=O)C=1C(=CC=CC1)C1=CC=C(C=C1)C